2-(methoxymethyl)-2,7-dimethyl-2,3-dihydro-4H-benzo[e][1,3]oxazin-4-one COCC1(OC2=C(C(N1)=O)C=CC(=C2)C)C